OC(C)=C(C(C)=O)C(C)=O 3-(1-hydroxyethylidene)-2,4-pentanedione